N-[(3S,4S)-1-(2-methoxyethyl)-3-methyl-4-piperidyl]-6-[3-(6-methoxy-1-oxo-5-isoindolinylamino)-1-propynyl]-1-(2,2,2-trifluoroethyl)-1H-1,3-benzimidazole-4-carboxamide COCCN1C[C@@H]([C@H](CC1)NC(=O)C1=CC(=CC=2N(C=NC21)CC(F)(F)F)C#CCNC=2C=C1CNC(C1=CC2OC)=O)C